The molecule is a prenylcysteine where the prenyl moiety is attached to the side-chain sulfur atom of L-cysteine. It is a prenylcysteine, a L-cysteine thioether and a S-hydrocarbyl-L-cysteine. It is a tautomer of a S-prenyl-L-cysteine zwitterion. CC(=CCSC[C@@H](C(=O)O)N)C